C(#N)C1=NC2=CC(=CC(=C2N=C1N1CCN(CC1)C1=NC=CC=C1)[C@@H](C)NC1=C(C(=O)O)C=CC=C1)C (R)-2-((1-(2-cyano-7-methyl-3-(4-(pyridin-2-yl)piperazin-1-yl)quinoxalin-5-yl)ethyl)amino)benzoic acid